1,2,3,4-cyclopentanetetraformyl chloride C1(C(C(C(C1)C(=O)Cl)C(=O)Cl)C(=O)Cl)C(=O)Cl